SCCCCCCNC(=O)C1=CC=C(C=C1)C=1C(=NC=CC1)C(=O)NC1=CC=CC=C1 (4-((6-mercaptohexyl)carbamoyl)phenyl)-N-phenylpyridinecarboxamide